OC=1C=C2CN(C(C2=CC1)=O)C 5-hydroxy-2-methyl-isoindol-1-one